nonyl 8-((2-aminoethyl)(3-hydroxypropyl)amino)octanoate NCCN(CCCCCCCC(=O)OCCCCCCCCC)CCCO